(6-bromobenzo[b]thiophen-2-yl)(cyclopentyl)methanol BrC=1C=CC2=C(SC(=C2)C(O)C2CCCC2)C1